Cl.CN(C1=CC2=C(N=C(S2)C2=CC3=CN(N=C3C=C2)C)C=C1)C1CCNCC1 N-Methyl-2-(2-methyl-2H-indazol-5-yl)-N-(piperidin-4-yl)-1,3-benzothiazol-6-amin-Hydrochlorid